C1(=CC=CC=C1)C1=NC(=NC(=N1)C1=CC=CC=C1)C=1C(=C(C(=C(C1C1=NC2=C(N1C1=CC=CC=C1)C=CC=C2)N2C1=C(C=3C=CC=CC23)N=CC=C1)N1C2=C(C=3C=CC=CC13)N=CC=C2)N2C1=C(C=3C=CC=CC23)N=CC=C1)N1C2=C(C=3C=CC=CC13)N=CC=C2 5,5',5'',5'''-(5-(4,6-diphenyl-1,3,5-triazin-2-yl)-6-(1-phenyl-1H-benzo[d]imidazol-2-yl)benzene-1,2,3,4-tetrayl)tetrakis(5H-pyrido[3,2-b]indole)